O1C2=C(OCC1)C(=CC=C2)C2=CC=C(C=C2)N2N=NC(=C2)C=2C=C(C(=O)O)C=CC2 3-(1-(4-(2,3-Dihydrobenzo[b][1,4]dioxin-5-yl)phenyl)-1H-1,2,3-triazol-4-yl)benzoic acid